1-(bicyclo[1.1.1]pent-1-yl)-N-((R)-1-(3-(difluoromethyl)-2-fluorophenyl)ethyl)-4-(((1R,5s,8R)-3-methyl-3-azabicyclo[3.2.1]oct-8-yl)amino)-6-oxo-1,6-dihydropyridine-3-carboxamide C12(CC(C1)C2)N2C=C(C(=CC2=O)NC2[C@H]1CN(C[C@@H]2CC1)C)C(=O)N[C@H](C)C1=C(C(=CC=C1)C(F)F)F